CC1=C(C=C(C=C1)NC(OCCC1=CC=CC=C1)=O)C1=NN2C(C=N1)=CC=C2 phenethyl (4-methyl-3-(pyrrolo[2,1-f][1,2,4]triazin-2-yl)phenyl)carbamate